2,2',7,7'-tetrakis[N,N-bis(4-methylaminophenyl)amino]-9,9'-spirobifluorene CNC1=CC=C(C=C1)N(C1=CC=C(C=C1)NC)C1=CC=2C3(C4=CC(=CC=C4C2C=C1)N(C1=CC=C(C=C1)NC)C1=CC=C(C=C1)NC)C1=CC(=CC=C1C=1C=CC(=CC13)N(C1=CC=C(C=C1)NC)C1=CC=C(C=C1)NC)N(C1=CC=C(C=C1)NC)C1=CC=C(C=C1)NC